ClC1=C(C(=CC=C1)C)NC(=O)N1C2CC(CC1CN(C2)CC2=C(N=C1N2C=CC=C1)C1=CC=C(C=C1)Cl)=O N-(2-chloro-6-methylphenyl)-7-{[2-(4-chlorophenyl)imidazo[1,2-a]Pyridin-3-yl]Methyl}-3-oxo-7,9-diazabicyclo[3.3.1]Nonane-9-carboxamide